CC=1N=C(SC1C(=O)OCC)NC(CC(CC)NC(=O)C1=CC(=CC=C1)C1=NOC(=N1)C)=O Ethyl 4-methyl-2-(3-{[3-(5-methyl-1,2,4-oxadiazol-3-yl) phenyl] formylamino} pentanoylamino)-1,3-thiazole-5-carboxylate